C(=O)O.O Water formate